FC(COC1=C(C=C(C=C1)F)CCN1CC=C2N1C=CC(=N2)NC)F 1-(2-(2-(2,2-difluoroethoxy)-5-fluorophenyl)ethyl)-N-methylpyrazolo[1,5-a]pyrimidin-5-amine